S(=O)(=O)(C)C1=CC(=C(C(=O)C2C(CCCC2=O)=O)C=C1)[N+](=O)[O-] 2-(4-Mesyl-2-nitrobenzoyl)-1,3-cyclohexanedione